1-(4-chloro-benzyl)-3-(4-((3-methyl-2-oxopiperidin-1-yl)methyl)phenyl)urea ClC1=CC=C(CNC(=O)NC2=CC=C(C=C2)CN2C(C(CCC2)C)=O)C=C1